[Pu+4].[Np+5] neptunium (V)-plutonium (IV)